FC1=C(C=CC=C1C)C=1CCCC2=C(C1C1=CC=C(C=C1)C=C1CN(C1)CCCF)C=CC(=C2)C(=O)O 8-(2-fluoro-3-methylphenyl)-9-(4-((1-(3-fluoropropyl)azetidin-3-ylidene)methyl)phenyl)-6,7-dihydro-5H-benzo[7]annulene-3-carboxylic acid